N-([1,2,4]triazolo[4,3-a]pyridin-6-yl)-2-(4-isobutoxy-3-isopropyl-5-methyl-6-oxopyridazin-1(6H)-yl)acetamide N=1N=CN2C1C=CC(=C2)NC(CN2N=C(C(=C(C2=O)C)OCC(C)C)C(C)C)=O